[N+](=O)([O-])C1=CC=C(C=C1)C1=NC(=NC(N1)=O)C1=CC=CC=C1 6-(4-nitrophenyl)-4-phenyl-1,3,5-triazin-2(1H)-one